2-(((1s,4s)-4-((phenyl(p-tolyl)carbamoyl-oxy)methyl)cyclohexyl)methoxy)acetic acid C1(=CC=CC=C1)N(C(=O)OCC1CCC(CC1)COCC(=O)O)C1=CC=C(C=C1)C